(S)-2-((6-((4-chloro-2-fluorobenzofuran-7-yl)methoxy)-6'-oxo-3',6'-dihydro-[2,4'-bipyridin]-1'(2'H)-yl)methyl)-3-(oxetan-2-ylmethyl)-3H-imidazo[4,5-b]pyridine-5-carboxylic acid ClC1=CC=C(C2=C1C=C(O2)F)COC2=CC=CC(=N2)C=2CCN(C(C2)=O)CC2=NC=1C(=NC(=CC1)C(=O)O)N2C[C@H]2OCC2